NC1=C(C2=CN(N=C2C=C1)C)N1C[C@@H](CC1)NC(OC(C)(C)C)=O (R)-tert-butyl (1-(5-amino-2-methyl-2H-indazol-4-yl)pyrrolidin-3-yl)carbamate